C1=CC=CC=2C3=CC=CC=C3C(C12)COC(=O)N[C@@H](CCC(NC(C1=CC=CC=C1)(C1=CC=CC=C1)C1=CC=CC=C1)=O)C(=O)O N2-(((9H-fluoren-9-yl)methoxy)carbonyl)-N5-trityl-L-glutamine